6,6-dimethyl-3-((7-(4-methyl-3-(4-methylpiperazine-1-carbonyl)-6-(trifluoromethyl)pyridin-2-yl)thieno[3,2-b]pyridin-2-yl)methyl)-3-azabicyclo[3.1.0]hexane-2,4-dione dihydrochloride Cl.Cl.CC1(C2C(N(C(C12)=O)CC1=CC2=NC=CC(=C2S1)C1=NC(=CC(=C1C(=O)N1CCN(CC1)C)C)C(F)(F)F)=O)C